1-methoxy-1-(phenyldimethylsiloxy)-2-methyl-1-propene COC(=C(C)C)O[Si](C)(C)C1=CC=CC=C1